C1OCC12CN(C2)CCCN2C1=CC=C(C=C1OC=1C=C(C=CC21)Br)Br 10-(3-(2-oxa-6-azaspiro[3.3]heptan-6-yl)propyl)-3,7-dibromo-10H-phenoxazine